COC(CN1C2=C(C=C1C(=O)O)CC(C2)(C)C)OC 1-(2,2-dimethoxyethyl)-5,5-dimethyl-1,4,5,6-tetrahydrocyclopenta[b]pyrrole-2-carboxylic acid